C(C)(C)C=1C(=NNC1C=1C=C(C=2N(C1)N=CN2)C)C(=O)NC2CCC(CC2)NCC=2C=NC(=NC2)C 4-isopropyl-5-(8-methyl-[1,2,4]triazolo[1,5-a]pyridin-6-yl)-N-((1r,4r)-4-(((2-methylpyrimidin-5-yl)methyl)amino)cyclohexyl)-1H-pyrazole-3-carboxamide